NC=1N=C(SC1C(C1=CC=C(C=C1)OC(F)F)=O)N(C1=CC(=C(C=C1)Cl)F)[C@H](C(=O)N)C (S)-2-(N-[4-amino-5-[4-(difluoromethoxy)benzoyl]thiazol-2-yl]-4-chloro-3-fluoro-anilino)propanamide